[N+](=O)([O-])C=1C=C(C=CC1)\C=C\1/N=C(OC1=O)C1=CC(=CC=C1)C(F)(F)F (4Z)-4-[(3-nitrophenyl)methylene]-2-[3-(trifluoromethyl)phenyl]oxazol-5-one